2-([1,1'-biphenyl]-3-ylamino)-N-(pyrimidin-5-yl)pyrimidine-4-carboxamide C1(=CC(=CC=C1)NC1=NC=CC(=N1)C(=O)NC=1C=NC=NC1)C1=CC=CC=C1